C(C)(=O)OC(=O)C(=O)O oxalo acetate